1-(4'-C-Fluoromethyl-β-D-ribopentofuranosyl)2-thiouracil FC[C@]1([C@H]([C@H]([C@@H](O1)N1C(=S)NC(=O)C=C1)O)O)CO